1-(4,6-dicyclopropylpyrimidin-2-yl)-3-[(1S)-1-(2-pyrimidin-2-yl-1,2,4-triazol-3-yl)ethyl]urea C1(CC1)C1=NC(=NC(=C1)C1CC1)NC(=O)N[C@@H](C)C=1N(N=CN1)C1=NC=CC=N1